C1(NC(CC2=CC=C3C(=C12)C=CC=C3)=O)=O benzisoquinoline-1,3(2H)-dione